C(C1=CC=CC=C1)OC(CO)COCC(COCC(CO)OCC1=CC=CC=C1)OCC1=CC=CC=C1 2,6,10-tris(benzyloxy)-4,8-dioxaundecane-1,11-diol